CO\N=C\C1=C(C(=C(C(=C1O)C\C=C(\C=C\[C@@]1([C@H](C(CC[C@H]1C)NC1COC1)C)C)/C)OC)Cl)C (E)-3-chloro-6-hydroxy-4-methoxy-2-methyl-5-((2E,4E)-3-methyl-5-((1R,2R,6R)-1,2,6-trimethyl-3-(oxetan-3-ylamino)cyclohexyl)penta-2,4-dien-1-yl)benzaldehyde O-methyloxime